C(C)(C)(C)C1=CC=C(C=C1)C=1CSC2=CC(=CC=C2C1C1=CC=C(C=C1)O[C@@H]1CN(CC1)CCCF)O 3-(4-tert-butylphenyl)-4-[4-[(3S)-1-(3-fluoropropyl)pyrrolidin-3-yl]oxyphenyl]-2H-thiochromen-7-ol